OC1=C(C=C(C=C1C(C)(C)C)C)N1N=C2C(=N1)C=CC=C2 2-(2'-hydroxy-3'-tert-butyl-5'-methylphenyl)-benzotriazole